C(CC(C)C)NC(=O)N1C=NC2=C1C=CC=C2N2C[C@@H](OCC2)C(C)C (S)-N-isopentyl-4-(2-isopropylmorpholino)-1H-benzo[d]Imidazole-1-carboxamide